tert-Butyl (3S,4S)-3-fluoro-4-(5-methyl-4-trimethylsilyl-triazol-1-yl)piperidine-1-carboxylate F[C@H]1CN(CC[C@@H]1N1N=NC(=C1C)[Si](C)(C)C)C(=O)OC(C)(C)C